C(C)(C)(C)C1=CC=C(C(=C1)C(C)(C)C)O 4,6-di-tert-butyl-phenol